ClC1=C2CCN([C@@H](C2=C(C=C1)OCC1=NN=C(N1C)C)CN1C(CCC1)=O)C(=O)[C@H]1[C@H](CCCC1)C(=O)O (1S,2R)-2-((S)-5-chloro-8-((4,5-dimethyl-4H-1,2,4-triazol-3-yl)methoxy)-1-((2-oxopyrrolidin-1-yl)methyl)-1,2,3,4-tetrahydro-isoquinoline-2-carbonyl)cyclohexane-1-carboxylic acid